N2-(5-(5-methoxypyrazin-2-yl)-1,3,4-oxadiazol-2-yl)-N3,N3-dimethylpyridine-2,3-diamine COC=1N=CC(=NC1)C1=NN=C(O1)NC1=NC=CC=C1N(C)C